O=C1N(C2=CC=CC=C2C(N1CCC1=CC=CC=C1)=O)CC1=CC=C(C=C1)CC(=O)NO 2-(4-((2,4-dioxo-3-phenethyl-3,4-dihydroquinazolin-1(2H)-yl)methyl)phenyl)-N-hydroxyacetamide